3-[5-(ethylthio)-1,3,4-thiadiazol-2-ylthio]pyrazine-2-carbonitrile C(C)SC1=NN=C(S1)SC=1C(=NC=CN1)C#N